CC(C(=O)OCC)C(C)C ethyl 2-methyl-3-methylbutyrate